2-[3-(Nitromethyl)oxetan-3-yl]acetaldehyde [N+](=O)([O-])CC1(COC1)CC=O